4-methyl-5-(trifluoromethyl)pyridin-2-aminium CC1=CC(=NC=C1C(F)(F)F)[NH3+]